C(C)(C)(C)OC(CC(C1=CC(=C(C=C1)OC)F)C1=NN(C(=C1)C(=O)OCC)COCC[Si](C)(C)C)=O ethyl 3-(3-(tert-butoxy)-1-(3-fluoro-4-methoxyphenyl)-3-oxopropyl)-1-((2-(trimethylsilyl) ethoxy) methyl)-1H-pyrazole-5-carboxylate